FC1=C(C(=CC=C1)CO)B(O)O 2-fluoro-6-(hydroxymethyl)phenylboronic acid